2-(2,6-dioxo-3-piperidyl)-4-nitro-isoindoline-1,3-dione O=C1NC(CCC1N1C(C2=CC=CC(=C2C1=O)[N+](=O)[O-])=O)=O